PHOSPHOLAN P1CCCC1